C(#N)C1(CCC1)[C@H](C1=CC=2N(N=C1)C=C(N2)[C@H](C2CCC(CC2)(F)F)NC(OC(C)(C)C)=O)N2C(NCC(C2)(F)F)=O tert-Butyl ((S)-(7-((S)-(1-cyanocyclobutyl)(5,5-difluoro-2-oxotetrahydropyrimidin-1(2H)-yl)methyl)imidazo[1,2-b]pyridazin-2-yl)(4,4-difluorocyclohexyl)methyl)carbamate